(3R)-3-[acryloyl(methyl)amino]pyrrolidin C(C=C)(=O)N([C@H]1CNCC1)C